Difluoro(Perfluoromethoxy)Acetic Acid FC(C(=O)O)(OC(F)(F)F)F